FC=1C=C(C=NC1C=1C=NN(C1NC1=NC(=CN=C1)C(C)(C)F)C)C1=CC=C(C=C1)C1(CC1)C(=O)O 1-[4-[5-fluoro-6-[5-[[6-(1-fluoro-1-methyl-ethyl)pyrazin-2-yl]amino]-1-methyl-pyrazol-4-yl]-3-pyridinyl]phenyl]cyclopropanecarboxylic acid